(2R)-2-{6-[5-chloro-2-(methylamino)pyrimidin-4-yl]-1-oxo-2,3-dihydro-1H-isoindol-2-yl}-N-[(1S)-1-(3-fluoro-5-methylphenyl)-2-hydroxyethyl]propionamide ClC=1C(=NC(=NC1)NC)C1=CC=C2CN(C(C2=C1)=O)[C@@H](C(=O)N[C@H](CO)C1=CC(=CC(=C1)C)F)C